[NH4+].C(CCCCCCCCCCCCCCC)C1=C(C(C)(C)C)C=CC(=C1)S(=O)(=O)[O-] hexadecyl-trimethyl-para-toluenesulfonic acid ammonium salt